C(#N)C=1C(=NC(=CC1C(F)(F)F)Cl)Cl 3-cyano-2,6-dichloro-4-trifluoromethylpyridine